C(CCCCCCC\C=C\CCCCCCCC)(=O)Cl (E)-octadec-9-enoyl chloride